N=C(C12CCCC(N1C(=O)OC(C)(C)C)C2)OC tert-butyl 1-(imino(methoxy)methyl)-6-azabicyclo[3.1.1]heptane-6-carboxylate